C1(=CC=CC=C1)C1=NC(=NC(=C1)C1=CC=CC=C1)C1=C(C(=C(C(=C1N1C2=CC=C(C=C2C=2C=C(C=CC12)C)C)C1=NC(=CC=C1)C1=CC=CC=C1)N1C2=CC=C(C=C2C=2C=C(C=CC12)C)C)N1C2=CC=C(C=C2C=2C=C(C=CC12)C)C)N1C2=CC=C(C=C2C=2C=C(C=CC12)C)C 9,9',9'',9'''-(4-(4,6-diphenylpyrimidin-2-yl)-6-(6-phenylpyridin-2-yl)benzene-1,2,3,5-tetrayl)tetrakis(3,6-dimethyl-9H-carbazole)